COC1CN(C1)C=1C=C(C=O)C=CC1 3-(3-methoxyazetidin-1-yl)benzaldehyde